O1C(OCC1)CN(C(C=C)=O)C N-(1,3-dioxolan-2-ylmethyl)-N-methyl-acrylamide